2-methyl-5-({[4-(methylsulfonyl)benzyl]amino}carbonyl)-6-oxo-1-[3-(trifluoromethyl)phenyl]-1,6-dihydropyridin-3-yl methanesulfonate CS(=O)(=O)OC1=C(N(C(C(=C1)C(=O)NCC1=CC=C(C=C1)S(=O)(=O)C)=O)C1=CC(=CC=C1)C(F)(F)F)C